tert-Butyl 5-amino-4-(5-(5-isopropylpyridin-2-yl)-1-oxoisoindolin-2-yl)-5-oxopentanoate NC(C(CCC(=O)OC(C)(C)C)N1C(C2=CC=C(C=C2C1)C1=NC=C(C=C1)C(C)C)=O)=O